3-(4-(4-(2-((R)-3-aminopyrrolidin-1-yl)ethyl)piperazin-1-yl)phenyl)piperidine-2,6-dione N[C@H]1CN(CC1)CCN1CCN(CC1)C1=CC=C(C=C1)C1C(NC(CC1)=O)=O